(2-butyl-benzofuran-3-yl)(4-iodo-phenyl)methanone C(CCC)C=1OC2=C(C1C(=O)C1=CC=C(C=C1)I)C=CC=C2